(2R,3R,4S,5S)-2-(6-amino-9H-purin-9-yl)-5-((methylthio)methyl)tetrahydrofuran-3,4-diol NC1=C2N=CN(C2=NC=N1)[C@@H]1O[C@@H]([C@H]([C@H]1O)O)CSC